(2S,3R)-2-amino-3-(1H-indol-3-yl)-4-methylpentanoic acid N[C@H](C(=O)O)[C@H](C(C)C)C1=CNC2=CC=CC=C12